BrC(C(C)(O)C)(Br)Br 1,1,1-tribromo-2-methyl-2-propanol